N1N=C(N=C1)C(C)NC(=O)[C@H]1CN(CC[C@@H]1NC(=O)C1=NOC(=C1)C1=C(C=C(C=C1)F)F)CC1CC1 (3S,4S)-1-cyclopropylmethyl-4-{[5-(2,4-difluoro-phenyl)-isoxazole-3-carbonyl]-amino}-piperidine-3-carboxylic acid [1-(1H-[1,2,4]triazol-3-yl)-ethyl]-amide